O=C1N(CCC1)[C@H](C(=O)O)CC (2S)-2-(2-oxopyrrolidin-1-yl)butyric acid